8(Z)-heptadecenyl-3-(2-hydroxyethyl)-imidazolinium chloride [Cl-].C(CCCCCC\C=C/CCCCCCCC)[NH+]1CN(CC1)CCO